tert-butyl N-[(2S)-1-(5-bromo-2-methylphenoxy)-4-carbamoylbutan-2-yl]carbamate BrC=1C=CC(=C(OC[C@H](CCC(N)=O)NC(OC(C)(C)C)=O)C1)C